2-(5-bromopyridin-2-yl)-1-(3-chlorophenyl)-2,2-difluoroethan-1-one BrC=1C=CC(=NC1)C(C(=O)C1=CC(=CC=C1)Cl)(F)F